4-(difluoromethyl)-N-[4-fluoro-5-[1-(5-methoxypyrimidin-2-yl)-3,6-dihydro-2H-pyridin-5-yl]-2-[(3R,5S)-3,4,5-trimethylpiperazin-1-yl]phenyl]-6-oxo-1H-pyridine-3-carboxamide FC(C=1C(=CNC(C1)=O)C(=O)NC1=C(C=C(C(=C1)C1=CCCN(C1)C1=NC=C(C=N1)OC)F)N1C[C@H](N([C@H](C1)C)C)C)F